CC1(OB(OC1(C)C)CC=1C=C(C(=O)OC)C=CC1)C methyl 3-[(4,4,5,5-tetramethyl-1,3,2-dioxaborolan-2-yl)methyl]benzoate